NC1=NC2=CC=C(C=C2C=C1C)C(=O)N(CC1=NC=C(C=C1)C(F)(F)F)CC(C(F)(F)F)OC 2-amino-3-methyl-N-(3,3,3-trifluoro-2-methoxypropyl)-N-((5-(trifluoromethyl)pyridin-2-yl)methyl)quinoline-6-carboxamide